(S)-2-((((9H-fluoren-9-yl)methoxy)carbonyl)amino)-3-(1-methyl-1H-pyrrol-3-yl)propanoic acid C1=CC=CC=2C3=CC=CC=C3C(C12)COC(=O)N[C@H](C(=O)O)CC1=CN(C=C1)C